CC1=CC=C(C=N1)C=1C=NN(C1)CC(=O)NC1=NC=C(C=C1)C1=NC=CN=C1 2-[4-(6-methyl-3-pyridyl)pyrazol-1-yl]-N-(5-pyrazin-2-yl-2-pyridyl)acetamide